C(C1=CC=CC=C1)OC(=O)NCCCOC=1C=NC(=NC1)C1=CC=C(C=C1)[C@H](C)NC(OC(C)(C)C)=O tert-butyl (S)-(1-(4-(5-(3-(((benzyloxy)carbonyl)amino)propoxy)pyrimidin-2-yl)phenyl)ethyl)carbamate